ClC=1N=C(C2=C(N1)C(=C(N=C2)Cl)F)N2CC1CCC(C2)N1CCO 2-(3-(2,7-Dichloro-8-fluoropyrido[4,3-d]pyrimidin-4-yl)-3,8-diazabicyclo[3.2.1]octane-8-yl)ethan-1-ol